FC=1C=C(C=C(C1)F)C1=NOC(=N1)C1=NN(C(C=C1)=O)CC(=O)NCC 2-(3-(3-(3,5-difluorophenyl)-1,2,4-oxadiazol-5-yl)-6-oxopyridazin-1(6H)-yl)-N-ethylacetamide